4-((S)-1-((R)-1-((1-(3,5-difluorobenzyl)-1H-imidazol-4-yl)amino)-1-oxopropan-2-yl)-4,4-difluoropiperidin-3-yl)pyridine 1-oxide FC=1C=C(CN2C=NC(=C2)NC([C@@H](C)N2C[C@@H](C(CC2)(F)F)C2=CC=[N+](C=C2)[O-])=O)C=C(C1)F